[Na+].C(OC(C)(C)C)([O-])=O mono-tert-butyl carbonate monosodium salt